FC1=CC(=C2C=CNC2=C1)O 6-fluoro-4-hydroxyindole